CC(C(=O)OCC1=CC=C(C=C1)[N+](=O)[O-])(C)O\N=C(/C(=O)O)\C (Z)-2-(2-methyl-1-(4-nitrobenzyloxy)-1-oxoprop-2-yloxyimino)propionic acid